3-(2-oxooxazolidin-3-yl)picolinic acid (Z)-tert-butyl ester C(C)(C)(C)OC(C1=NC=CC=C1N1C(OCC1)=O)=O